oleic acid bromide C(CCCCCCC\C=C/CCCCCCCC)(=O)Br